2-(((3Z,6Z)-3-((5-(tert-butyl)-1H-imidazol-4-yl)methylene)-6-(cyclohexylmethylene)-2,5-dioxopiperazin-1-yl)methyl)acrylic acid C(C)(C)(C)C1=C(N=CN1)\C=C/1\C(N(\C(\C(N1)=O)=C/C1CCCCC1)CC(C(=O)O)=C)=O